[Cl-].OCC[N+](C1=CC=CC=C1)(C)C N-(2-hydroxyethyl)-N,N-dimethylanilinium chloride